3-(1'-(4-isopropylbenzyl)-6-oxo-6,8-dihydro-2H,7H-spiro[furo[2,3-e]isoindole-3,4'-piperidin]-7-yl)piperidine-2,6-dione C(C)(C)C1=CC=C(CN2CCC3(CC2)COC2=C4CN(C(C4=CC=C23)=O)C2C(NC(CC2)=O)=O)C=C1